C1(CC1)C=1N=CC=2C=C3C(=C(C2C1)S(NCC(C)C)(=O)=O)CN(C3)C(=O)NCC 7-cyclopropyl-N-ethyl-9-(2-methylpropylsulfamoyl)-1,3-dihydropyrrolo[3,4-g]isoquinoline-2-carboxamide